2-(dichloromethyl)2-methyl-1,3-dioxolane ClC(C1(OCCO1)C)Cl